C(#N)C1=C(C=CC=C1)[C@H]([C@@H](C)C=1N(C(C(=C(N1)C(=O)NC=1C=NOC1)O)=O)C)C=1C=NN(C1)CC(C)(C)O 2-((1S,2R)-1-(2-cyanophenyl)-1-(1-(2-hydroxy-2-methylpropyl)-1H-pyrazol-4-yl)propan-2-yl)-5-hydroxy-N-(isoxazol-4-yl)-1-methyl-6-oxo-1,6-dihydropyrimidine-4-carboxamide